7,12-dimethyl-7,11-octadecadiene-1,18-dicarboxylic acid CC(CCCCCCC(=O)O)=CCCC=C(CCCCCCC(=O)O)C